N[C@@H]1CC=CC[C@H]1C1=C(C2=NC(=CC(=C2S1)NCC1=CC=NC=C1)Cl)Cl 2-((1r,6r)-6-aminocyclohex-3-en-1-yl)-3,5-dichloro-N-(pyridin-4-ylmethyl)thieno[3,2-b]pyridin-7-amine